6-bromo-2-ethyl-3-fluoro-phenol BrC1=CC=C(C(=C1O)CC)F